((((2R,3S,4R,5R)-5-(6-chloro-4-((naphthalen-1-ylmethyl)amino)-1H-pyrazolo[3,4-d]pyrimidin-1-yl)-3,4-dihydroxytetrahydrofuran-2-yl)methoxy)methyl)phosphonic acid ClC1=NC(=C2C(=N1)N(N=C2)[C@H]2[C@@H]([C@@H]([C@H](O2)COCP(O)(O)=O)O)O)NCC2=CC=CC1=CC=CC=C21